N1=C(C(=CC=C1)N)C1=NC=CC=C1 bi-pyridylamine